ClC1=NC=C(C(=C1)C1=C(C=NC(=C1)COC)C(=O)NC=1SC(=NN1)O[C@H]1COCC1)OC (R)-2'-chloro-5'-methoxy-6-(methoxymethyl)-N-(5-((tetrahydrofuran-3-yl)oxy)-1,3,4-thiadiazol-2-yl)-(4,4'-bipyridine)-3-carboxamide